(R)-4-(5-hydroxy-3-methyl-1-(5-(methylsulfinyl)pyridin-2-yl)-1H-pyrazol-4-yl)benzonitrile OC1=C(C(=NN1C1=NC=C(C=C1)[S@](=O)C)C)C1=CC=C(C#N)C=C1